7,7,7-trifluoro-1-[rac-(1S,4S)-4-(1,5-dimethylpyrazol-4-yl)-1-methyl-3,4-dihydro-1H-isoquinolin-2-yl]heptan-1-one FC(CCCCCC(=O)N1[C@H](C2=CC=CC=C2[C@H](C1)C=1C=NN(C1C)C)C)(F)F |r|